1-Cyclopentyl-3-ethyl-7-(4-((4-(methylsulfonyl)piperidin-1-yl)methyl)phenyl)-3,6-dihydroimidazo[4,5-d]pyrrolo[2,3-b]pyridin-2(1H)-on C1(CCCC1)N1C(N(C=2C1=C1C(=NC2)NC(=C1)C1=CC=C(C=C1)CN1CCC(CC1)S(=O)(=O)C)CC)=O